4-(diethylamino)-2-(pyridin-2-ylmethoxy)benzaldehyde C(C)N(C1=CC(=C(C=O)C=C1)OCC1=NC=CC=C1)CC